ClC=1C=C(C(=O)N[C@H]2CN(CC2)S(=O)(=O)C=2C=C(C=C3C=NNC23)C)C=CC1OC 3-chloro-4-methoxy-N-[(3R)-1-[(5-methyl-1H-indazol-7-yl)sulfonyl]pyrrolidin-3-yl]benzamide